butyl N-{2-[6-(4-chloro-2-{2-[1,5-dimethyl-3-(methylcarbamoyl)-1H-pyrazol-4-yl]ethoxy}phenyl)imidazo[1,2-a]pyridin-3-yl]ethyl}carbamate ClC1=CC(=C(C=C1)C=1C=CC=2N(C1)C(=CN2)CCNC(OCCCC)=O)OCCC=2C(=NN(C2C)C)C(NC)=O